5-fluoro-1H-benzimidazol FC1=CC2=C(NC=N2)C=C1